4-(1-(((2H-1,2,3-triazol-4-yl)methyl)amino)ethyl)isoquinolin-1(2H)-one N=1NN=C(C1)CNC(C)C1=CNC(C2=CC=CC=C12)=O